C(C)(C)(C)OC(=O)N(C(OC(C)(C)C)=O)C1=NC=CC(=C1F)CC=1C=NC=C(C1C)OC1=NC=CC=C1F tert-butyl N-(tert-butoxycarbonyl)-N-[3-fluoro-4-({5-[(3-fluoropyridin-2-yl)oxy]-4-methylpyridin-3-yl}methyl)pyridin-2-yl]carbamate